(S)-4-((benzyloxy)carbonyl)-2-(fluoromethyl)piperazin-1-sulfonic acid C(C1=CC=CC=C1)OC(=O)N1C[C@H](N(CC1)S(=O)(=O)O)CF